(1S)-1-(1,2-benzoxazol-3-yl)ethan-1-ol O1N=C(C2=C1C=CC=C2)[C@H](C)O